CC(C(=O)OC1=CC(=C2CCC(OC2=C1C=O)(CC(C=C(C)C)=O)C)OC)CCCCCCCCCCCCCC [8-formyl-5-methoxy-2-methyl-2-(4-methyl-2-oxopent-3-enyl)-3,4-dihydrochromen-7-yl] methylhexadecanoate